tert-butyl (3S)-4-[3-(2,6-dibenzyloxy-3-pyridyl)-1-methyl-indazol-7-yl]-3-methyl-piperazine-1-carboxylate C(C1=CC=CC=C1)OC1=NC(=CC=C1C1=NN(C2=C(C=CC=C12)N1[C@H](CN(CC1)C(=O)OC(C)(C)C)C)C)OCC1=CC=CC=C1